butyl 3,5-diamino-benzoate NC=1C=C(C(=O)OCCCC)C=C(C1)N